N1=NC=CC2=C1C=COC2 pyrano[4,3-c]pyridazin